tert-butyl (3S)-4-(6-chloro-7-(2-fluoro-6-hydroxyphenyl)-1-(4-methoxybenzyl)-2-oxo-1,2-dihydropyrido[2,3-d]pyrimidin-4-yl)-3-methylpiperazine-1-carboxylate ClC1=CC2=C(N(C(N=C2N2[C@H](CN(CC2)C(=O)OC(C)(C)C)C)=O)CC2=CC=C(C=C2)OC)N=C1C1=C(C=CC=C1O)F